tert-butyl 2-((6-chloro-3-cyclopropylpyridazin-4-ylamino)methyl)morpholine-4-carboxylate ClC1=CC(=C(N=N1)C1CC1)NCC1CN(CCO1)C(=O)OC(C)(C)C